(3aR,5s,6aS)-2-(((R)-tetrahydro-2H-pyran-2-yl)methyl-d2)-N-(6-(4-(trifluoromethyl)pyridin-3-yl)pyridazin-3-yl)octahydrocyclopenta[c]pyrrol-5-amine O1[C@H](CCCC1)C(N1C[C@@H]2[C@H](C1)CC(C2)NC=2N=NC(=CC2)C=2C=NC=CC2C(F)(F)F)([2H])[2H]